(S)-5-fluoro-N,N-diisopropyl-2-((4-(3-((7-(piperazine-1-sulfonamido)-2-azaspiro[3.5]Nonan-2-yl)methyl)pyrrolidin-1-yl)pyrimidin-5-yl)oxy)benzamide hydrochloride Cl.FC=1C=CC(=C(C(=O)N(C(C)C)C(C)C)C1)OC=1C(=NC=NC1)N1C[C@@H](CC1)CN1CC2(C1)CCC(CC2)NS(=O)(=O)N2CCNCC2